C1(=CC=C(C=C1)COC1=CC(=NC2=CC=CC=C12)C(=O)NCC1=CC=C(C=C1)C(NO)=O)C1=CC=CC=C1 4-([1,1'-biphenyl]-4-ylmethoxy)-N-(4-(hydroxycarbamoyl)benzyl)quinoline-2-carboxamide